2-ethyl-2-phenylbutyryl chloride C(C)C(C(=O)Cl)(CC)C1=CC=CC=C1